tert-butyl 4-(2-((3-amino-4-nitrophenyl)thio)ethyl)piperazine-1-carboxylate NC=1C=C(C=CC1[N+](=O)[O-])SCCN1CCN(CC1)C(=O)OC(C)(C)C